(5-(4-((tert-butyldimethylsilyl)oxy)phenyl)-3-methylisoxazol-4-yl)methyl (4-nitro-phenyl) carbonate C(OCC=1C(=NOC1C1=CC=C(C=C1)O[Si](C)(C)C(C)(C)C)C)(OC1=CC=C(C=C1)[N+](=O)[O-])=O